[N+](=O)([O-])C1=CC=C(C=C1)C=C1CNC1 3-[(4-nitrophenyl)methylene]azetidine